O=C1NC(CC[C@@H]1N1CC=2C(N(C=CC2C1=O)C1CCNCC1)=O)=O (S)-2-(2,6-dioxopiperidin-3-yl)-5-(piperidin-4-yl)-3,5-dihydro-1H-pyrrolo[3,4-c]pyridine-1,4(2H)-dione